(3R,5S)-1-[3-formyl-6-[5-[(6-methylpyridazin-3-yl)amino]benzimidazol-1-yl]-2-pyridyl]-5-methyl-pyrrolidine-3-carbonitrile C(=O)C=1C(=NC(=CC1)N1C=NC2=C1C=CC(=C2)NC=2N=NC(=CC2)C)N2C[C@@H](C[C@@H]2C)C#N